P(=O)(O)(O)O.COC=1C=C(C=C(C1OC)OC)C=O (3,4,5-trimethoxyphenyl)methanone phosphate salt